3-(tert-butyl) 5-methyl 5-((2-((S)-amino((1r,4S)-4-methylcyclohexyl)methyl)imidazo[1,2-b]pyridazin-6-yl)methyl)-4-oxo-3-azabicyclo[4.1.0]heptane-3,5-dicarboxylate N[C@H](C=1N=C2N(N=C(C=C2)CC2(C(N(CC3CC23)C(=O)OC(C)(C)C)=O)C(=O)OC)C1)C1CCC(CC1)C